CC1(NC(NC1)=S)C 4,4-dimethylimidazolidine-2-thione